2-vinylpyridinemethacrylamide C(=C)C1(NC=CC=C1)CC(C(=O)N)=C